COC(=O)C1=NNC=C1.CC=1C(=NN(C1)C1=CC=C(C=C1)C(F)(F)F)C(=O)O (methyl 1-(4-(trifluoromethyl)phenyl)-1H-pyrazole-3-carboxylate) Methyl-1H-pyrazole-3-carboxylate